OCC1=CC=C(S1)B(O)O 5-HYDROXYMETHYLTHIOPHENE-2-BORONIC ACID